C(C)(=O)NC1=CSC=2C1=NC(=CC2C(F)(F)F)N2CCN(CC2)CC(=O)NC(C)C 2-(4-(3-acetamido-7-(trifluoromethyl)thieno[3,2-b]pyridin-5-yl)piperazin-1-yl)-N-isopropylacetamide